(5Z)-13-carboxytridec-5-enoylcarnitine C[N+](C)(C)CC(CC(=O)[O-])OC(=O)CCC/C=C\CCCCCCCC(=O)O